Naphthalene-3-carboxylic acid ethyl ester C(C)OC(=O)C=1C=CC2=CC=CC=C2C1